2-((1-acetylpiperidin-4-yl)oxy)-5-(6-amino-2-fluoro-5-(1-oxo-1,2,3,4-tetrahydroisoquinolin-6-yl)pyridin-3-yl)benzonitrile C(C)(=O)N1CCC(CC1)OC1=C(C#N)C=C(C=C1)C=1C(=NC(=C(C1)C=1C=C2CCNC(C2=CC1)=O)N)F